tert-butyl-6-(3-fluoro-4-nitrophenyl)-2,6-diazaspiro[3.3]heptane-2-carboxylate C(C)(C)(C)OC(=O)N1CC2(C1)CN(C2)C2=CC(=C(C=C2)[N+](=O)[O-])F